C1C(CC2=CC=CC=C12)NC1=NC=C(C=N1)C(=O)O 2-((2,3-dihydro-1H-inden-2-yl)amino)pyrimidine-5-carboxylic acid